[N+](=O)([O-])C=1C=C2C(=NNC2=CC1)C1=CC(=NC=C1)N1CCN(CC1)CC1CCNCC1 5-nitro-3-[2-[4-(4-piperidinylmethyl)piperazin-1-yl]-4-pyridinyl]-1H-indazole